(5-((4-(8-fluoro-2-oxo-5,6-dihydro-4H-imidazo[4,5,1-ij]quinolin-1(2H)-yl)pyrimidin-2-yl)amino)-4-methoxy-2-(3-methoxy-[1,3'-biazetidin]-1'-yl)phenyl)acrylamide FC=1C=C2CCCN3C2=C(C1)N(C3=O)C3=NC(=NC=C3)NC=3C(=CC(=C(C3)C(C(=O)N)=C)N3CC(C3)N3CC(C3)OC)OC